(3-nitrophenyl)acrylonitrile [N+](=O)([O-])C=1C=C(C=CC1)C(C#N)=C